Sodium N-(3,5-dichlorophenyl)sulfamate ClC=1C=C(C=C(C1)Cl)NS([O-])(=O)=O.[Na+]